1,1'-(ethane-1,2-diyl)bis[pentabromobenzene] C(CC1=C(C(=C(C(=C1Br)Br)Br)Br)Br)C1=C(C(=C(C(=C1Br)Br)Br)Br)Br